CN(C(C=C)=O)[C@@H]1C[C@H](CCC1)C=1C=2N(C=C(N1)C=1C=NN(C1)C)N=CC2 |r| Rac-trans-N-methyl-N-(3-(6-(1-methyl-1H-pyrazol-4-yl)pyrazolo[1,5-a]pyrazin-4-yl)cyclohexyl)acrylamide